N-(3-methoxy-4-{[3-(4-{[(1R,4R)-4-{2-oxa-6-azaspiro[3.3]heptan-6-yl}cyclohexyl]amino}-1-(2,2,2-trifluoro-ethyl)-1H-indol-2-yl)prop-2-yn-1-yl]amino}benzene-sulfonyl)acetamide COC=1C=C(C=CC1NCC#CC=1N(C2=CC=CC(=C2C1)NC1CCC(CC1)N1CC2(COC2)C1)CC(F)(F)F)S(=O)(=O)NC(C)=O